tert-Butyl 2-{4-[5-chloro-2-(1,3-oxazol-5-yl)phenyl]-5-methoxy-2-oxopyridin-1(2H)-yl}-4-methoxybutanoate ClC=1C=CC(=C(C1)C1=CC(N(C=C1OC)C(C(=O)OC(C)(C)C)CCOC)=O)C1=CN=CO1